CC1(OB(OC1(C)C)C1=CC(=NC=C1)C1(CCCC1)C(=O)N)C (4-(4,4,5,5-tetramethyl-1,3,2-dioxaborolan-2-yl)pyridin-2-yl)cyclopentanecarboxamide